CN1C(C2=CC=CC=C2C(=C1)C1=C(C=CC(=C1)S(=O)(=O)C)NC(CC)=O)=O N-[2-(2-methyl-1-oxoisoquinolin-4-yl)-4-methylsulfonylphenyl]propanamide